C(C1=CC=CC=C1)OCC(COCCCCCCCC(=O)OC(CCCCCCCC)CCCCCCCC)OCCCCCCCC(=O)OC(CCCCCCCC)CCCCCCCC 1-octylnonyl 8-[3-benzyloxy-2-[8-(1-octylnonoxy)-8-oxo-octoxy]propoxy]octanoate